3-tert-butyl-6-(1H-pyrazol-1-yl)-1-(2,4,5-trifluorobenzyl)-1,3,5-triazine C(C)(C)(C)N1CN(C(=NC1)N1N=CC=C1)CC1=C(C=C(C(=C1)F)F)F